6-[8-(1,3-benzothiazol-2-ylcarbamoyl)-3,4-dihydroisoquinolin-2(1H)-yl]-3-(1-{[1-(2-methoxyethyl)-3,3-dimethylcyclohexyl]methyl}-5-methyl-1H-pyrazol-4-yl)pyridine-2-carboxylic acid S1C(=NC2=C1C=CC=C2)NC(=O)C=2C=CC=C1CCN(CC21)C2=CC=C(C(=N2)C(=O)O)C=2C=NN(C2C)CC2(CC(CCC2)(C)C)CCOC